BrC1=C2C(=CN=C1)N(CC2)C(=O)C2CN(C2)CC2=CC(=CC=C2)F (4-Bromo-2,3-dihydro-1H-pyrrolo[2,3-c]pyridin-1-yl)(1-(3-fluorobenzyl)azetidin-3-yl)methanone